ClC1=C(C(=CC=C1)C)NC(=O)C=1C(=NC(=NC1)NC1=CC=C(C=C1)N1CCN(CC1)C)NC1=C(C=CC=C1NC(C=C)=O)C N-(2-chloro-6-methylphenyl)-4-{[2-methyl-6-(prop-2-enamido)phenyl]amino}-2-{[4-(4-methylpiperazin-1-yl)phenyl]amino}pyrimidine-5-carboxamide